C1(=CC=CC=2C3=CC=CC=C3C=CC12)C1=C(C=CC=C1)C1=C(C=2C=CC3=CC=CC=C3C2C=C1)C1=C(C=CC=C1)C1=CC=CC2=CC=CC=C12 [(phenanthrenyl)phenyl](naphthylphenyl)phenanthrene